COC1=CC=C2NC=C(CCN)C2=C1 5-methoxy-tryptamine